(R)-2-fluoro-alpha-methyl-[1,1'-biphenyl]-4-acetic acid FC1=C(C=CC(=C1)[C@H](C(=O)O)C)C1=CC=CC=C1